[N+](=O)([O-])C=1C(=NN(C1)C1COC1)O[C@@H](C(F)(F)F)C |r| racemic-4-nitro-1-(oxetan-3-yl)-3-[2,2,2-trifluoro-1-methyl-ethoxy]pyrazole